N1(CCS(CC1)(=O)=O)C(=O)O[C@@H]1CC[C@H](CC1)C(N(C[C@@H]1CC[C@H](CC1)C1=CC(=C(C=C1)OC)C)C1=CC(=CC=C1)C=1C=NN(C1)C1CC1)=O trans-4-((3-(1-Cyclopropyl-1H-pyrazol-4-yl)phenyl)((trans-4-(4-methoxy-3-methylphenyl)cyclohexyl)methyl) carbamoyl)cyclohexyl thiomorpholine-4-carboxylate-1,1-dioxide